COC(=O)C=1OC(=CC1)CN1N=C(C=CC1=O)C1=CC=C(C=C1)SC.C[NH2+]C Dimethyl-ammonium methyl-5-((3-(4-(methylthio)phenyl)-6-oxopyridazin-1(6H)-yl)methyl)furan-2-carboxylate